imidazo[5,1-f][1,2,4]triazine-2,4(1H,3H)-dione N1N2C(C(NC1=O)=O)=CN=C2